[N+](=O)([O-])C1=CC=C(C=C1)NC(CCC=C)=O N-(4-nitrophenyl)pent-4-enamide